4-(3-(2-(2'-fluoro-[1,1'-biphenyl]-4-yl)ethyl)-1,2,4-oxadiazol-5-yl)phenol FC1=C(C=CC=C1)C1=CC=C(C=C1)CCC1=NOC(=N1)C1=CC=C(C=C1)O